1-[[(2S,4S)-4-[tert-butyl(dimethyl)silyl]oxytetrahydrofuran-2-yl]methyl-(1-methylpyrazol-4-yl)sulfamoyl]-3-(1,2,3,5,6,7-hexahydro-s-indacen-4-yl)urea [Si](C)(C)(C(C)(C)C)O[C@H]1C[C@H](OC1)CN(S(=O)(=O)NC(=O)NC1=C2CCCC2=CC=2CCCC12)C=1C=NN(C1)C